C(C)(C)(C)OC(N(CCC1=NC=CC=C1)CC1=CC(=CC=C1)O)=O.OC1=CC=C(C=C1)C(C)(C1=CC=C(C=C1)O)C1=CC=C(C=C1)O 1,1,1-tris-(p-hydroxyphenyl)ethane tert-butyl-(3-hydroxybenzyl)(2-(pyridin-2-yl)ethyl)carbamate